7-chloro-4-[[4-(diethylamino)-1-methylbutyl]amino]quinoline ClC1=CC=C2C(=CC=NC2=C1)NC(CCCN(CC)CC)C